C(CN1C(SC(NC1C)C)=S)N1C(SC(NC1C)C)=S 3,3'-ethylenebis(tetrahydro-4,6-dimethyl-2H-1,3,5-thiadiazine-2-thione)